tert-Butyl N-[2-[4-[2-(tert-butoxycarbonylamino)-3-cyano-7-fluoro-benzothiophen-4-yl]-5-chloro-7-methylsulfanyl-1,3-dihydrofuro[3,4-f]quinolin-9-yl]ethyl]carbamate C(C)(C)(C)OC(=O)NC=1SC2=C(C1C#N)C(=CC=C2F)C2=C1C(=C3C(=CC(=NC3=C2Cl)SC)CCNC(OC(C)(C)C)=O)COC1